C(CCC)[Si](C1=CC=C(C=C1)P(N(P(C1=C(C=CC=C1)[Si](C)(C)C)C1=CC=C(C=C1)[Si](CCCC)(CCCC)CCCC)C)C1=CC=C(C=C1)[Si](CCCC)(CCCC)CCCC)(CCCC)CCCC N-(bis(4-(tributylsilyl)phenyl)phosphaneyl)-N-methyl-1-(4-(tributylsilyl)phenyl)-1-(2-(trimethylsilyl)phenyl)phosphanamine